C12CN(CC(CC1)N2)C=2C1=C(N=C(N2)OC[C@]23CCCN3C[C@@H](C2)F)SC(=N1)N(C1=CC(=CC2=CC=CC(=C12)C#C)O)C 4-{[7-(3,8-diazabicyclo[3.2.1]octan-3-yl)-5-{[(2R,7aS)-2-fluorotetrahydro-1H-pyrrolizin-7a(5H)-yl]methoxy}[1,3]thiazolo[5,4-d]pyrimidin-2-yl](methyl)amino}-5-ethynylnaphthalen-2-ol